FC=1C(=NC=CC1)C(=O)NC1=NC(=CC=C1)CN1CCN(CC1)C fluoro-N-(6-((4-methylpiperazin-1-yl)methyl)pyridin-2-yl)picolinamide